2-methyl-6-(methylsulfanyl)-7-(trifluoromethyl)pyrido[3,2-d]pyrimidin-4(3H)-one CC=1NC(C2=C(N1)C=C(C(=N2)SC)C(F)(F)F)=O